C(CCCC)C(=O)CCCCCCCCCCCCCCCCCCCCCCCCCCCCCC n-triacontyl pentyl ketone